CC1=C(C=CC(=C1)OC=1C=NC(=CC1)C)N1C2=C(SC=3N=CC=C(NC1=O)C32)C(=O)N (S)-(2-methyl-4-((6-methylpyridin-3-yl)oxy)phenyl)-4-oxo-4,5-dihydro-3H-1-thia-3,5,8-triazaacenaphthylene-2-carboxamide